N-(3-(N-(4-(1,3-dioxolan-2-yl)butyl)-N-(4-bromophenyl)sulfamoyl)-4-methoxyphenyl)-2-(trifluoromethyl)-1H-imidazole-5-carboxamide O1C(OCC1)CCCCN(S(=O)(=O)C=1C=C(C=CC1OC)NC(=O)C1=CN=C(N1)C(F)(F)F)C1=CC=C(C=C1)Br